CCC(CC)NC(=C)C1=CC(=CS1)C=1C=NN2C1N=CC(=C2)N2CCC(CC2)NC(OC(C)(C)C)=O tert-butyl N-{1-[3-(5-{1-[(pentan-3-yl)amino]ethenyl}thiophen-3-yl)pyrazolo[1,5-a]pyrimidin-6-yl]piperidin-4-yl}carbamate